N-((S)-1-(2-((R)-2-chloro-2-fluoroacetyl)-2-(((S)-2-oxopyrrolidin-3-yl)methyl)hydrazineyl)-4,4-dimethyl-1-oxopentan-2-yl)-5-methylisoxazole-3-carboxamide Cl[C@H](C(=O)N(NC([C@H](CC(C)(C)C)NC(=O)C1=NOC(=C1)C)=O)C[C@H]1C(NCC1)=O)F